C(C)(C)(C)OC(=O)N1CC=2N(CCC1)N=C(C2OC)C(=O)O 5-(tert-butoxycarbonyl)-3-methoxy-5,6,7,8-tetrahydro-4H-pyrazolo[1,5-a][1,4]diazepine-2-carboxylic acid